2-(1-(4-(4-methylpiperazin-1-yl) phenyl) ethyl)-10H-phenothiazineethanesulfonate CN1CCN(CC1)C1=CC=C(C=C1)C(C)C1=C(C=2NC3=CC=CC=C3SC2C=C1)CCS(=O)(=O)[O-]